selenopyrrole CCCCCCN1NC2=C3C4=C(C=C[Se]4)N=C3C5=NC6=C(C5=C2N1)[Se]C=C6.CCOC(=O)C